F[C@@H]1CN(CC[C@@H]1NC1=NN2C(C(=N1)OC)=C(C=C2)C=2C=CC1=C(N(N=N1)CCF)C2)C2COC2 N-((3R,4S)-3-Fluoro-1-(oxetan-3-yl)piperidin-4-yl)-5-(1-(2-fluoroethyl)-1H-benzo[d][1,2,3]triazol-6-yl)-4-methoxypyrrolo[2,1-f][1,2,4]triazin-2-amine